N-ethyl-5-fluoro-N-isopropyl-2-(1-(6-((2-methoxyethyl)(methyl)amino)-2-methylhexan-3-yl)-7',8'-dihydrospiro[azetidine-3,6'-pyrido[3,4-b]indol]-9'(5'H)-yl)benzamide C(C)N(C(C1=C(C=CC(=C1)F)N1C2=C(C=3CC4(CCC13)CN(C4)C(C(C)C)CCCN(C)CCOC)C=CN=C2)=O)C(C)C